methyl-N-(tert-butoxycarbonyl)aminoiodopropane CC(CC)(I)NC(=O)OC(C)(C)C